CC1=C(NC2=C1C=1N(C=N2)N=C(N1)C1=NC=CC=C1)C(=O)N 9-methyl-2-(pyridin-2-yl)-7H-pyrrolo[3,2-e][1,2,4]Triazolo[1,5-c]Pyrimidine-8-carboxamide